[N+](=O)([O-])C1=NC(=CC(=C1C(=O)[O-])[N+](=O)[O-])[N+](=O)[O-].[Ag+] silver 2,4,6-trinitropyridine-3-ate